C1(=CC=CC=C1)C1=CC=CC=C1SCl 6-phenyl-phenylthio chloride